(R)-N-(2-chloro-4-(3-methylmorpholinyl)thieno[3,2-d]pyrimidin-7-yl)-N-methyl-cyclopropyl-Sulfonamide ClC=1N=C(C2=C(N1)C(=CS2)N(S(=O)(=O)C2CC2)C)N2[C@@H](COCC2)C